4-(5-(3-fluorophenyl)-6-nitrothiazolo[4,5-b]pyridin-2-yl)morpholine titanium [Ti].FC=1C=C(C=CC1)C1=C(C=C2C(=N1)N=C(S2)N2CCOCC2)[N+](=O)[O-]